ClC1=NC=C(C(=C1)N1C[C@H](CCC1)O)B1OC(C(O1)(C)C)(C)C (S)-1-(2-chloro-5-(4,4,5,5-tetramethyl-1,3,2-dioxaborolan-2-yl)pyridin-4-yl)piperidin-3-ol